Cl.BrC=1C=NN2C1C(=CC(=C2)C=2N=NN(C2C)C2CCNCC2)OC[C@@H](O)C2=NC=C(C=C2)F (1S)-2-[3-bromo-6-[5-methyl-1-(4-piperidyl)triazol-4-yl]pyrazolo[1,5-a]pyridin-4-yl]oxy-1-(5-fluoro-2-pyridyl)ethanol hydrochloride